[K].C(C)(=O)C1=CC=C(C(=O)O)C=C1 4-acetylbenzoic acid potassium